C(C)(C)(C)C1=CC(=NO1)NC1=NC2=C(N1C)C=C(C=C2)OC2=CC(=NC=C2)NC(C)=O N-(4-((2-((5-(tert-butyl)isoxazol-3-yl)amino)-1-methyl-1H-benzo[d]imidazol-6-yl)oxy)pyridin-2-yl)acetamide